8-(4-chlorophenyl)-3-methyl-6-[(2S,4R)-2-(1-methylpyrazol-4-yl)tetrahydropyran-4-yl]-2-(trifluoromethyl)pyrido[3,4-d]pyrimidin-4-one ClC1=CC=C(C=C1)C1=NC(=CC2=C1N=C(N(C2=O)C)C(F)(F)F)[C@H]2C[C@H](OCC2)C=2C=NN(C2)C